ClC1=C(C=CC(=C1)F)CN1C[C@@H](N(C[C@H]1C)C=1C2=C(N(C(N1)=O)C)C=CC(=N2)C#N)C 4-((2S,5R)-4-(2-chloro-4-fluorophenylmethyl)-2,5-dimethylpiperazin-1-yl)-1-methyl-2-oxo-1,2-dihydropyrido[3,2-d]pyrimidine-6-carbonitrile